COC=1C=C(C=C(C1C(C)C)OC)C=1OC2=C(C1)C=CC=C2 2-(3,5-dimethoxy-4-isopropylphenyl)-1-benzofuran